[Zn].[Ni] nickel zinc salt